NC1=CC(=C(C=C1OC1CCC1)N1CCC(CC1)N1CCN(CC1)C(=O)OC(C)(C)C)C=1C=NN(C1)C tert-butyl 4-(1-(4-amino-5-cyclobutyloxy-2-(1-methyl-1H-pyrazol-4-yl)phenyl)piperidin-4-yl)piperazine-1-carboxylate